azetidin-1-yl-(5-((4-(2,5-dimethylthiazol-4-yl)pyrimidin-2-yl)amino)-1H-indol-2-yl)methanone N1(CCC1)C(=O)C=1NC2=CC=C(C=C2C1)NC1=NC=CC(=N1)C=1N=C(SC1C)C